C1(CC1)C1CN(CCN1)C1=CC=C(N=N1)C1=NC=C(C=C1O)C=1C=NNC1 2-[6-(3-cyclopropylpiperazin-1-yl)pyridazin-3-yl]-5-(1H-pyrazol-4-yl)pyridin-3-ol